C(CCC\C=C/C\C=C/CCCCC)=O (Z,Z)-5,8-tetradecadienal